Isovaleryl-carnitine C(CC(C)C)(=O)C(O)(C[N+](C)(C)C)CC([O-])=O